9-(Difluoro-methyl)-6-fluoro-1,4,4-trimethyl-8-(1-methylsulfonyl-1H-indol-4-yl)-5H-[1,2,4]triazolo[4,3-a]quinoxaline FC(C=1C(=CC(=C2NC(C=3N(C12)C(=NN3)C)(C)C)F)C3=C1C=CN(C1=CC=C3)S(=O)(=O)C)F